5H-benzotriazole N=1N=NC=2C1C=CCC2